1-(2-hydroxy-5-methylphenyl)naphthalene-2-ol OC1=C(C=C(C=C1)C)C1=C(C=CC2=CC=CC=C12)O